O[C@@H](C(C(=O)OC)C)C Methyl (3R)-3-hydroxy-2-methylbutanoate